OCCOCCOCCOCCCCCCP(O)(O)=O (6-{2-[2-(2-hydroxy-ethoxy)-ethoxy]-ethoxy}-hexyl)phosphonic acid